CC1=C(C=CC(=C1)OC1=CC=CC=C1)C1(SC=2N=CC=C3NC(NC1C23)=O)C=O (2-methyl-4-phenoxyphenyl)-4-oxo-4,5-dihydro-3H-1-thia-3,5,8-triazaAcenaphthene-2-carboxaldehyde